C(#N)C(C(=O)OC(CCCCC)(O)O)(C#N)C#N hexanetriol tricyanoacetate